COC=1SC2=C(N1)NC(=C2)C(=O)N 2-methoxy-4H-pyrrolo[2,3-d]thiazole-5-formamide